CN(C(OC1=C(C=C2C(=C(C(OC2=C1)=O)CC1=C(C(=CC=C1)NS(NC)(=O)=O)F)CBr)Cl)=O)C 4-(bromomethyl)-6-chloro-3-(2-fluoro-3-((N-methylsulfamoyl) amino) benzyl)-2-oxo-2H-chromen-7-yl dimethylcarbamate